tert-butyl N-[(2S)-3-[[(2S)-3-(allyloxycarbonylamino)-2-hydroxy-propyl]amino]-2-hydroxy-propyl]carbamate C(C=C)OC(=O)NC[C@H](CNC[C@@H](CNC(OC(C)(C)C)=O)O)O